[Si](C)(C)(C(C)(C)C)OC(CC1=CC(=C(C=N1)C1=NC=C2C=C(N=CC2=C1)N(C(OC(C)(C)C)=O)C)C)C tert-butyl (7-(6-(2-((tert-butyldimethylsilyl)oxy)propyl)-4-methylpyridin-3-yl)-2,6-naphthyridin-3-yl)(methyl)carbamate